C1(=CC=CC=C1)C(=O)C1=CC=CC=C1 Phenylketone